FC1=CC=C(OC[C@H]2N(C3CC([C@H]2C)C3)C(C3=C(C=CC(=C3)C)C3=NC=CC=N3)=O)C=C1 (3S,4R)-3-(4-Fluorophenoxymethyl)-4-methyl-2-[5-methyl-2-(pyrimidin-2-yl)benzoyl]-2-azabicyclo[3.1.1]heptan